Cl.NC/C=C/CN1C(=NC2=C1C=CC(=C2)C(=O)N)NC(=O)C2=CC(=NN2CC)C (E)-1-(4-aminobut-2-en-1-yl)-2-(1-ethyl-3-methyl-1H-pyrazole-5-carboxamido)-1H-benzo[d]imidazole-5-carboxamide-HCl